Iridium (III) (hexafluorophosphate) salt F[P-](F)(F)(F)(F)F.[Ir+3].F[P-](F)(F)(F)(F)F.F[P-](F)(F)(F)(F)F